N-(2-cyclopropyl-2,2-difluoroethyl)-5-(thieno[3,2-c]pyridin-2-yl)-7H-pyrrolo[2,3-d]pyrimidin-2-amine C1(CC1)C(CNC=1N=CC2=C(N1)NC=C2C2=CC=1C=NC=CC1S2)(F)F